(S)-5-benzyl-N-(5-methyl-4-oxo-7-(4-(pyridin-2-ylamino)butyl)-2,3,4,5-tetrahydrobenzo[b][1,4]oxazepin-3-yl)-1H-1,2,4-triazole-3-carboxamide C(C1=CC=CC=C1)C1=NC(=NN1)C(=O)N[C@@H]1C(N(C2=C(OC1)C=CC(=C2)CCCCNC2=NC=CC=C2)C)=O